BrC1=C(C(=C(C=C1)C(F)(F)F)F)Cl 1-bromo-2-chloro-3-fluoro-4-(trifluoromethyl)-benzene